C1(CC1)N1C=NC2=C1C=CC(=C2)C#N 1-cyclopropylbenzimidazole-5-carbonitrile